N-(8-(4,4-difluoropiperidin-1-yl)-2,3-dimethylimidazo[1,2-a]pyrazin-6-yl)-1,1-diphenylmethanimine FC1(CCN(CC1)C=1C=2N(C=C(N1)N=C(C1=CC=CC=C1)C1=CC=CC=C1)C(=C(N2)C)C)F